4-chloro-1H-pyrrolo[2,3-b]Pyridine-3-carbonitrile ClC1=C2C(=NC=C1)NC=C2C#N